Diperoxydecanedioic acid C(CCCCCCCCC(=O)OO)(=O)OO